CC1=NC(=CC=C1OC1=CC(=NC=C1)C=1C=NN(C1)C)[N+](=O)[O-] 2-methyl-3-((2-(1-methyl-1H-pyrazol-4-yl)pyridin-4-yl)oxy)-6-nitropyridine